C(C=C)N(CCC#N)CC=C 3-(diallylamino)propionitrile